6-((R)-3-(2,3-difluorophenyl)isoxazolidin-2-yl)-N-(4-(4-((R)-3-(dimethylamino)pyrrolidin-1-yl)piperidin-1-yl)-2-methoxy-phenyl)pyrimidin-4-amine FC1=C(C=CC=C1F)[C@@H]1N(OCC1)C1=CC(=NC=N1)NC1=C(C=C(C=C1)N1CCC(CC1)N1C[C@@H](CC1)N(C)C)OC